NCCN(C=1C=C(OCCO)C=C(C1)F)C1=NC2=CC(=CC=C2N=C1)C=1C=NN(C1)C 2-[3-[2-Aminoethyl-[7-(1-methylpyrazol-4-yl)quinoxalin-2-yl]amino]-5-fluorophenoxy]ethanol